C(CCC)(=O)[O-].C(CCC)(=O)[O-].C(C)OC(CC(=O)C)=O.[Al+2] aluminum ethylacetoacetate dibutanoate